C(C)C(CC=1C=NC=NC1)CC 5-(2-ethylbutyl)pyrimidin